(2S,3S)-3-(2-(tert-butoxy)-2-oxoethoxy)pyrrolidine-1,2-dicarboxylic acid 1-(tert-butyl) 2-methyl ester COC(=O)[C@H]1N(CC[C@@H]1OCC(=O)OC(C)(C)C)C(=O)OC(C)(C)C